O=C1N(CC2=C(C=CC=C12)SCCCCN1CCCCC1)C1C(NC(CC1)=O)=O 3-(1-oxo-4-((4-(piperidin-1-yl)butyl)thio)isoindolin-2-yl)piperidine-2,6-dione